3-[4-[4-(hydroxymethyl)-1-piperidyl]anilino]piperidine-2,6-dione OCC1CCN(CC1)C1=CC=C(NC2C(NC(CC2)=O)=O)C=C1